2-(cyclohexylamino)-4-phenylbutyramide C1(CCCCC1)NC(C(=O)N)CCC1=CC=CC=C1